C1(CC1)C1=NN(C=C1N)COCC[Si](C)(C)C 3-cyclopropyl-1-((2-(trimethylsilyl)ethoxy)methyl)-1H-pyrazol-4-amine